3-((2,6-dihydroxy-5'-methyl-4-pentyl-2'-(prop-1-en-2-yl)-[1,1'-biphenyl]-3-yl)methyl)-1,1-dimethylurea OC1=C(C(=CC(=C1CNC(N(C)C)=O)CCCCC)O)C1=C(C=CC(=C1)C)C(=C)C